(3R,6S)-1-(2-(4-bromophenyl)acetyl)-6-methylpiperidine-3-carboxylic acid BrC1=CC=C(C=C1)CC(=O)N1C[C@@H](CC[C@@H]1C)C(=O)O